FC=1C=C(C2=C(CC[C@@H](C(N2)=O)NC(=O)C=2N=C3N(N2)[C@@H](CC3)C(F)(F)F)C1)F (5S)-N-[(3S)-7,9-difluoro-2-oxo-1,3,4,5-tetrahydro-1-benzazepin-3-yl]-5-(trifluoromethyl)-6,7-dihydro-5H-pyrrolo[1,2-b][1,2,4]triazole-2-carboxamide